2,3-difluoro-4-[3-phenyl-1-(2-trimethylsilylethoxymethyl)pyrazol-4-yl]phenol FC1=C(C=CC(=C1F)C=1C(=NN(C1)COCC[Si](C)(C)C)C1=CC=CC=C1)O